N1C(=NC2=C1C=CC=C2)CN(CCCCNC2CC2)C2CCCC=1C=CC=NC21 N1-(1H-Benzimidazol-2-ylmethyl)-N4-cyclopropyl-N1-(5,6,7,8-tetrahydro-quinolin-8-yl)-butane-1,4-diamine